FC1(CCN2C(=CC(=C2C1=O)C(F)(F)F)C1=CC(=C(C=C1)F)C(F)(F)F)F 7,7-difluoro-3-(4-fluoro-3-(trifluoromethyl)phenyl)-1-(trifluoromethyl)-6,7-dihydroindolizin-8(5H)-one